OC[C@H](C1=CC=CC=C1)NC1=CC(=NC=C1C1=NC(=NO1)C1=CC=NC=C1)NC1=CC=C2C(=N1)N(N(C2=O)COC)C(C)C (S)-6-((4-((2-hydroxy-1-phenylethyl)amino)-5-(3-(pyridin-4-yl)-1,2,4-oxadiazol-5-yl)pyridin-2-yl)amino)-1-isopropyl-2-(methoxymethyl)-1,2-dihydro-3H-pyrazolo[3,4-b]pyridin-3-one